CN1CCC(CC1)COC=1C=C2C=C(NC2=CC1)C1=CC(=NC=C1)C 5-((1-methylpiperidin-4-yl)methoxy)-2-(2-methylpyridin-4-yl)-1H-indol